1,1-bis(2-((2-(methoxycarbonyl)-4-methylthiophen-3-yl)amino)-2-oxoethyl)azepan-1-ium bromide [Br-].COC(=O)C=1SC=C(C1NC(C[N+]1(CCCCCC1)CC(NC1=C(SC=C1C)C(=O)OC)=O)=O)C